(2R)-2-amino-N-[(1R)-1-(3-methoxyphenyl)ethyl]-3-hydroxypropanamide N[C@@H](C(=O)N[C@H](C)C1=CC(=CC=C1)OC)CO